tert-butyl ((6-(4-fluoro-2-(2-(3-(1-hydroxy-2,2-dimethylpropyl)-1,5-dimethyl-1H-pyrazol-4-yl)ethoxy)phenyl)imidazo[1,2-a]pyridin-3-yl)methyl)(methyl)carbamate FC1=CC(=C(C=C1)C=1C=CC=2N(C1)C(=CN2)CN(C(OC(C)(C)C)=O)C)OCCC=2C(=NN(C2C)C)C(C(C)(C)C)O